FC1=C(C(=C(C=C1OC)OC)F)N1C(N(C2=C(C1)C=NC1=C2C=C(N1)CN1CCC(CC1)O)C)=O 3-(2,6-difluoro-3,5-dimethoxyphenyl)-8-[(4-hydroxypiperidin-1-yl)methyl]-1-methyl-1,3,4,7-tetrahydro-2H-pyrrolo[3',2':5,6]pyrido[4,3-d]pyrimidin-2-one